S1C2=C(C=C1)C(=CC=C2)N2CCN(CC2)CCCCOC2=CC=C1C=CC(=NC1=C2)OC(CCCC\C=C/C\C=C/C\C=C/C\C=C/CC)=O.CC2=C(C(=CC=C2)C)S[SiH2]SC2=C(C=CC=C2C)C bis(2,6-dimethylphenylthio)silane (6Z,9Z,12Z,15Z)-7-(4-(4-(benzo[b]thiophen-4-yl)piperazin-1-yl)butoxy)quinolin-2-yl-octadeca-6,9,12,15-tetraenoate